triglycerin tribehenate C(CCCCCCCCCCCCCCCCCCCCC)(=O)O.C(CCCCCCCCCCCCCCCCCCCCC)(=O)O.C(CCCCCCCCCCCCCCCCCCCCC)(=O)O.OCC(O)CO.OCC(O)CO.OCC(O)CO